P(OC1=CC=CC=C1)(=O)(N)N O-phenyl phosphorodiamidate